tert-butyl (6-(4-(4-((2,6-dioxopiperidin-3-yl)amino)phenyl)piperidin-1-yl)-6-oxohexyl)carbamate O=C1NC(CCC1NC1=CC=C(C=C1)C1CCN(CC1)C(CCCCCNC(OC(C)(C)C)=O)=O)=O